(S)-4-ethyl-2-methyl-5-oxopiperazin C(C)N1C[C@@H](NCC1=O)C